FC1=C(C=C2OC(C3=CC(=CC=C23)[N+](=O)[O-])=O)C=C(C=C1)F 3-(2,5-difluorobenzylidene)-6-nitroisobenzofuran-1(3H)-one